acetyl-L-glucaric acid C(C)(=O)[C@](C(=O)O)(O)[C@H](O)[C@@H](O)[C@@H](O)C(=O)O